NCN1CCC(C(=C1)C)=O 1-(Aminomethyl)-5-methyl-4-oxo-3,4-dihydropyridine